tert-butyl (7-methoxy-2-methyl-2H-indazol-6-yl)carbamate COC1=C(C=CC2=CN(N=C12)C)NC(OC(C)(C)C)=O